2-methyl-3-(4-tert.-butylphenyl)propanal Methyl-3-(3-((2-(3-((4-bromo-6-fluoro-1H-indol-5-yl)oxy)phenyl)-1H-imidazol-5-yl)(hydroxy)methyl)phenyl)propanoate COC(CCC1=CC(=CC=C1)C(O)C1=CN=C(N1)C1=CC(=CC=C1)OC=1C(=C2C=CNC2=CC1F)Br)=O.CC(C=O)CC1=CC=C(C=C1)C(C)(C)C